CN(CCC=1C=CC2=C(N=C(S2)CNC(OC(C)(C)C)=O)C1)C tert-butyl ((5-(2-(dimethylamino)ethyl)benzo[d]thiazol-2-yl)methyl)carbamate